CC1(OB(OC1(C)C)[C@H]1[C@H](C1)C1=CC=CC=C1)C |&1:8| Racemic-4,4,5,5-tetramethyl-2-((2S,2S)-2-phenylcyclopropyl)-1,3,2-dioxaborolane